4a,7b-dihydroxy-3-(hydroxymethyl)-1,1,6,8-tetramethyl-5-oxo-1,1a,1b,4,4a,5,7a,7b,8,9-decahydro-9aH-cyclopropa[3,4]benzo[1,2-e]azulen-9a-ylacetate OC12CC(=CC3C(C2C=C(C1=O)C)(C(CC1(C3C1(C)C)CC(=O)[O-])C)O)CO